C(C)(C)(C)OC(=O)N1C[C@@H]2N(CC1)C(NC2)=O (R)-3-oxo-hexahydroimidazo[1,5-a]pyrazine-7(1H)-carboxylic acid tert-butyl ester